CC1=NNC(C1C(=O)N)=O methyl-5-oxo-4H-pyrazole-4-carboxamide